C(C)(C)(C1=CC=CC=C1)OOC(CCCCCC(C)(C)C)=O.C(C(C)C)(=O)OOC(C(C)C)=O diisobutyryl peroxide cumyl-peroxyneodecanoate